1-[4-[5-(azetidine-1-carbonyl)-3-(trifluoromethyl)pyrazol-1-yl]phenyl]methylamine N1(CCC1)C(=O)C1=CC(=NN1C1=CC=C(C=C1)CN)C(F)(F)F